ClC=1C=C(C=CC1)C(CO)(C)NC1=NC2=C(N1)C=CC=C2CNC(N(C)C)=O (+)-3-((2-((2-(3-chlorophenyl)-1-hydroxypropan-2-yl)amino)-1H-benzo[d]imidazol-4-yl)methyl)-1,1-dimethylurea